ClC1=NC(=NC(=C1Cl)Cl)C1=CC(=NC=C1)F 4,5,6-trichloro-2-(2-fluoro-4-pyridyl)pyrimidine